2,4,6-tri(3-(pyridyl)phenyl)-1,3,5-triazine N1=C(C=CC=C1)C=1C=C(C=CC1)C1=NC(=NC(=N1)C1=CC(=CC=C1)C1=NC=CC=C1)C1=CC(=CC=C1)C1=NC=CC=C1